C(C)OC(=O)C=1C(=CC(N(C1)C[C@@]1(CCN(CC12CCCC2)C(=O)OC(C)(C)C)O)=O)C2=C(C=CC=C2)F tert-Butyl (S)-10-((5-(ethoxycarbonyl)-4-(2-fluorophenyl)-2-oxopyridin-1(2H)-yl)methyl)-10-hydroxy-7-azaspiro[4.5]decane-7-carboxylate